1-(4-((1H-pyrazol-1-yl)methyl)phenyl)-3-(4-chlorobenzyl)urea N1(N=CC=C1)CC1=CC=C(C=C1)NC(=O)NCC1=CC=C(C=C1)Cl